methyl 7-(naphthalen-1-ylmethyl)-5-oxo-8-(3-(trifluoromethyl)phenyl)-2,3-dihydro-5H-oxazolo[3,2-a]pyridine-3-carboxylate C1(=CC=CC2=CC=CC=C12)CC=1C(=C2N(C(C1)=O)C(CO2)C(=O)OC)C2=CC(=CC=C2)C(F)(F)F